C(C)(=O)OC[C@H]1O[C@H]([C@H]([C@@H]1O[Si](C)(C)C(C)(C)C)F)N1C=2N=C(NC(C2N=C1)=O)NC(C1=CC=CC=C1)(C1=CC=CC=C1)C1=CC=C(C=C1)OC [(2R,3R,4S,5R)-3-[(tert-butyldimethylsilyl) oxy]-4-fluoro-5-(2-([(4-methoxyphenyl) diphenyl methyl]amino)-6-oxo-1H-purin-9-yl) oxolan-2-yl]methyl acetate